FC=1C=C(C=CC1OC(F)(F)F)C1CN(C1)C(=O)OC(C)(C)C Tert-Butyl 3-(3-fluoro-4-(trifluoromethoxy)phenyl)azetidine-1-carboxylate